C(C)(C)C=1C(=NNC1C=1C=C(C=2N(C1)N=CN2)C)C=2C=CC(=NC2)CN(C)C 1-(5-(4-isopropyl-5-(8-methyl-[1,2,4]triazolo[1,5-a]pyridin-6-yl)-1H-pyrazol-3-yl)pyridin-2-yl)-N,N-dimethylmethanamine